C1(CC1)N1N=CC(=C1)[C@@H]1OCCC(C1)C1=NC(=C(C(=N1)C(=O)OCC)C=O)C1=C(C=C(C=C1)F)F ethyl 2-[(2R)-2-(1-cyclopropylpyrazol-4-yl)tetrahydropyran-4-yl]-6-(2,4-difluorophenyl)-5-formyl-pyrimidine-4-carboxylate